phenyln-butylaluminum hydride C1(=CC=CC=C1)CCCC[AlH2]